C(C)(C)(C)OC(=O)N[C@H](C(=O)OC)CC1=CC(=CC=C1)O methyl (2S)-2-[(tert-butoxycarbonyl)amino]-3-(3-hydroxyphenyl)propanoate